ClC=1C=NC(NC1)=O 5-chloropyrimidin-2(1H)-one